N-[(1S)-1-(4-Fluorophenyl)-2-hydroxy-2-methylpropyl]-6-(naphthalen-2-yl)-4-oxo-4,5-dihydropyrazolo[1,5-a]pyrazine-2-carboxamide FC1=CC=C(C=C1)[C@@H](C(C)(C)O)NC(=O)C1=NN2C(C(NC(=C2)C2=CC3=CC=CC=C3C=C2)=O)=C1